C[N+](CCC)(CCNC(=O)C=1N(C=C(C1)NC(=O)C=1N(C=C(C1)NC(C1=CC=C(C=C1)\C=C\C=1C=NC2=CC=CC=C2C1)=O)C)C)C (E)-N,N-dimethyl-N-(2-(1-methyl-4-(1-methyl-4-(4-(2-(quinolin-3-yl)vinyl)benzamido)-1H-pyrrole-2-carboxamido)-1H-pyrrole-2-carboxamido)ethyl)propan-1-aminium